NC=1C(=NC(=CN1)I)C(=O)OC methyl 3-amino-6-iodopyrazine-2-carboxylate